(3R,4S,5S,6R)-2,3,4,5-tetra(benzyloxy)-6-(((8-bromooctyl)oxy)methyl)tetrahydro-2H-pyran C(C1=CC=CC=C1)OC1O[C@@H]([C@@H]([C@@H]([C@H]1OCC1=CC=CC=C1)OCC1=CC=CC=C1)OCC1=CC=CC=C1)COCCCCCCCCBr